(R)-1-(2-methylpiperidin-1-yl)-2-(4-phenyl-3,4-dihydroquinoxaline-1(2H)-yl)ethan-1-one C[C@H]1N(CCCC1)C(CN1CCN(C2=CC=CC=C12)C1=CC=CC=C1)=O